4-((3-(6,6-dimethyl-5-oxo-1,4-oxazepan-4-yl)propyl)amino)-2-((3-methyl-1-(1-methylpiperidin-4-yl)-1H-pyrazol-4-yl)amino)pyrimidine-5-carbonitrile CC1(C(N(CCOC1)CCCNC1=NC(=NC=C1C#N)NC=1C(=NN(C1)C1CCN(CC1)C)C)=O)C